N1=C(C=CC=C1)C1=CNC(C=C1)=O [2,3'-bipyridyl]-6'(1'H)-one